CC(CC)S(=O)(=O)ONC(C=C)=O.[NH4+] ammonium acrylamido methylpropanesulfonate